2-methylbutadiene CC(=C)C=C